C1(CC1)C[C@@H]1N[C@H](C2=CC=C(C=C2C1)OC)C1=CC=C(C=C1)NC12CC3CC(CC(C1)C3)C2 (1S,3R,5S)-N-(4-((1S,3S)-3-(cyclopropylmethyl)-6-methoxy-1,2,3,4-tetrahydroisoquinolin-1-yl)phenyl)adamantan-1-amine